{5-[5-(tert-butoxycarbonyl)methylaminobenzothien-2-yl]-[1,2,4]triazolo[1,5-a]pyridin-2-yl}cyclopropanecarboxamide C(C)(C)(C)OC(=O)CNC=1C=CC2=C(C=C(S2)C2=CC=CC=3N2N=C(N3)C3(CC3)C(=O)N)C1